COC(C1=C(C=C2C3(CC(N(C2=N1)C(=O)OC(C)(C)C)C3)F)CN(C(CN(C)C)=O)C)OC tert-butyl 7-(dimethoxymethyl)-4-fluoro-6-((2-(dimethylamino)-N-methylacetamido)methyl)-3,4-dihydro-2,4-methylene-1,8-naphthyridine-1(2H)-carboxylate